4-((2-acrylamidophenyl)amino)-2-chloro-N-(2-chloro-6-methylphenyl)pyrimidine-5-carboxamide C(C=C)(=O)NC1=C(C=CC=C1)NC1=NC(=NC=C1C(=O)NC1=C(C=CC=C1C)Cl)Cl